C(C)C=1C2=CC(=CC=C2N=C2C3=CC=4[C@@](C(OCC4C(N3CC12)=O)=O)(O)CC)O (19S)-10,19-diethyl-7,19-dihydroxy-17-oxa-3,13-diazapentacyclo[11.8.0.0^{2,11}.0^{4,9}.0^{15,20}]henicosa-1(21),2,4,6,8,10,15(20)-heptaene-14,18-dione